FC1=C(CN2[C@@H](CCC2=O)CC(=O)N[C@@H](C(C)C)C(=O)OCC2CCCC2)C=CC=C1F Cyclopentylmethyl (2-((S)-1-(2,3-difluorobenzyl)-5-oxopyrrolidin-2-yl)acetyl)-L-valinate